ClC1=CC=C(C=C1)C1=CC=C(N1C1=C(C=CC=C1)C(F)(F)F)C1=CC=C(C=C1)NC(=O)NCCN(C)C 1-[4-[5-(4-chlorophenyl)-1-[2-(trifluoromethyl)phenyl]pyrrol-2-yl]phenyl]-3-[2-(dimethylamino)-ethyl]urea